tert-butyl N-{4'-[(9S)-9-(carbamoylmethyl)-4,5,13-trimethyl-3-thia-1,8,11,12-tetraazatricyclo[8.3.0.02,6]trideca-2(6),4,7,10,12-pentaen-7-yl]-[1,1'-biphenyl]-3-yl}carbamate C(N)(=O)C[C@@H]1N=C(C=2C(=C(SC2N2C(=NN=C12)C)C)C)C1=CC=C(C=C1)C1=CC(=CC=C1)NC(OC(C)(C)C)=O